ClC1=CC=C(C=C1)[C@@H](C)N (R)-1-(4-chlorophenyl)-ethylamine